(R)-5-(3-((1-(2-(4,4-dimethylpiperidin-1-yl)-3,6-dimethyl-4-oxo-4H-chromen-8-yl)ethyl)amino)pyridin-2-yl)-2-hydroxybenzaldehyde CC1(CCN(CC1)C=1OC2=C(C=C(C=C2C(C1C)=O)C)[C@@H](C)NC=1C(=NC=CC1)C=1C=CC(=C(C=O)C1)O)C